6-(3-chlorobenzyl)-5,6,7,8-tetrahydropyrido[3,4-d]pyridazin-4(3H)-one ClC=1C=C(CN2CC=3C(NN=CC3CC2)=O)C=CC1